C(C)(C)(C)OC(=O)N1C[C@H](CCC1)C1=CC=C(C=C1)Br (R)-3-(4-bromophenyl)piperidine-1-carboxylic acid tert-butyl ester